FC(C(=O)O)(F)F.CC1(CNCCC1=O)C 3,3-dimethylpiperidin-4-one trifluoroacetate salt